7-cyclopropyl-2,7-diazaspiro[3.5]nonane C1(CC1)N1CCC2(CNC2)CC1